C(C1=CC=CC=C1)OCC1(OC(CC1)CF)C#N (benzyloxymethyl)-5-(fluoromethyl)tetrahydrofuran-2-carbonitrile